Cl.O=C1N(CCC(N1)=O)C1=NN(C2=CC(=CC=C12)C1C(CN(CC1)CC(=O)O)(F)F)C 2-(4-(3-(2,4-dioxotetrahydropyrimidine-1(2H)-yl)-1-methyl-1H-indazol-6-yl)-3,3-difluoropiperidin-1-yl)acetic acid hydrochloride